FC1(C2CC3CC(CC1C3)C2)F 4,4-difluoroadamantane